6-amino-4-[(3-methoxyphenyl)sulfonyl]-1,2-diphenyl-1,2-dihydro-3H-indazol-3-one NC1=CC(=C2C(N(N(C2=C1)C1=CC=CC=C1)C1=CC=CC=C1)=O)S(=O)(=O)C1=CC(=CC=C1)OC